8-(4-methoxybenzyl)-6-methylhexahydro-4H-pyrazino[1,2-a]pyrimidine-4,7(6H)-dione COC1=CC=C(CN2CC3N(C(CCN3)=O)C(C2=O)C)C=C1